FC1=C(C(=O)N([C@H]2CNCCC2)C=2N=CC=C3C2N(C=C3)C)C=CC(=C1)C1=CC(=NO1)C (R)-2-fluoro-N-(1-methyl-1H-pyrrolo[2,3-c]pyridin-7-yl)-4-(3-methylisoxazol-5-yl)-N-(piperidin-3-yl)benzamide